C(C)(C)(C)OC(=O)N[C@H](C(=O)OC(C)(C)C)CCS(=O)(=N)CCC(C(F)(F)F)(O)C1=NC=C(C=C1)C1CCCC1 tert-butyl (2S)-2-((tert-butoxycarbonyl)amino)-4-(3-(5-cyclopentylpyridin-2-yl)-4,4,4-trifluoro-3-hydroxybutylsulfonimidoyl)butanoate